C1(=CC=CC=C1)C(C(=O)O)N1C=NC2=C(C1=S)C=NN2 2-phenyl-2-(4-thioxo-1,4-dihydro-5H-pyrazolo[3,4-d]pyrimidin-5-yl)acetic acid